N-(5-(2-(((1r,4r)-4-aminocyclohexyl)amino)-8-ethylquinazolin-6-yl)-1H-pyrazol-3-yl)-2-chlorobenzenesulfonamide NC1CCC(CC1)NC1=NC2=C(C=C(C=C2C=N1)C1=CC(=NN1)NS(=O)(=O)C1=C(C=CC=C1)Cl)CC